(1-isopropylpiperidin-3-yl)-5-(piperidin-1-ylmethyl)-5,6-dihydro-1,4,2-dioxazine C(C)(C)N1CC(CCC1)C1=NOCC(O1)CN1CCCCC1